2-Amino-4-Chloro-5-Iodopyridine NC1=NC=C(C(=C1)Cl)I